γ-glutamyl-L-2-aminobutyryl-glycine N[C@@H](CCC(=O)N(CC(=O)O)C([C@H](CC)N)=O)C(=O)O